3-(bromomethyl)-1-cyclopropyl-1H-pyrazole BrCC1=NN(C=C1)C1CC1